Germanium(II) selenide [Ge]=[Se]